FC1=C(C(=O)O)C=C(C=C1[N+](=O)[O-])C(F)(F)F 2-fluoro-3-nitro-5-(trifluoromethyl)benzoic acid